C1(CC1)C1=NN(C=N1)C1CC2(CN(C2)C(=O)N2CC(C2)OCC2=C(C=C(C=C2)S(=O)(=O)C)F)C1 [6-(3-cyclopropyl-1,2,4-triazol-1-yl)-2-azaspiro[3.3]heptan-2-yl]-[3-[(2-fluoro-4-methylsulfonyl-phenyl)methoxy]azetidin-1-yl]methanone